6-(1-hydroxy-3,4-dihydro-2,1-benzoxaborinin-7-yl)-4-methylphthalazin-1-amine formic acid salt C(=O)O.OB1OCCC2=C1C=C(C=C2)C=2C=C1C(=NN=C(C1=CC2)N)C